CC1=CC=CC(=N1)OC1=CC(=NC(=C1C(=O)OCC1=CC=CC=C1)N)C benzyl 4-((6-methylpyridin-2-yl) oxy)-2-amino-6-methylnicotinate